[K+].C(C1=CC=C(C(=O)[O-])C=C1)(=O)OC monomethyl terephthalate potassium salt